4-azido-1,4-diphenylbutyne N(=[N+]=[N-])C(CC#CC1=CC=CC=C1)C1=CC=CC=C1